(2R)-3-(4-bromo-5-fluoro-2-nitro-phenyl)thio-2-(tert-butoxycarbonylamino)propionic acid BrC1=CC(=C(C=C1F)SC[C@@H](C(=O)O)NC(=O)OC(C)(C)C)[N+](=O)[O-]